CC1(C(C2=CC=C(C=C2C1)C1=C(C(=C(C=C1)F)F)F)NC(O[C@@H]1CN2CCC1CC2)=O)C (S)-quinuclidin-3-yl (2,2-dimethyl-5-(2,3,4-trifluorophenyl)-2,3-dihydro-1H-inden-1-yl)carbamat